(P)-3-chloro-4-((5-fluoropyrimidin-4-yl)methoxy)-2'-(2-(2-hydroxypropan-2-yl)pyrimidin-4-yl)-5',6-dimethyl-2H-[1,4'-bipyridin]-2-one ClC=1C(N(C(=CC1OCC1=NC=NC=C1F)C)C1=CC(=NC=C1C)C1=NC(=NC=C1)C(C)(C)O)=O